ε-maleimidocaproic acid hydrazid C1(C=CC(N1CCCCCC(=O)NN)=O)=O